BrCCOC=1C=C2C(N(C(C2=CC1)=O)C1C(NC(CC1)=O)=O)=O 5-(2-bromoethoxy)-2-(2,6-dioxopiperidin-3-yl)-2,3-dihydro-1H-isoindole-1,3-dione